CN(S(=O)(=O)C)C1=NC=CC=C1CNC1=NC(=NC=C1C(F)(F)F)NC1=CC=C(C=C1)CN1CCOCC1 N-methyl-N-[3-({[2-{[4-(morpholin-4-ylmethyl)phenyl]amino}-5-(trifluoromethyl)pyrimidin-4-yl]amino}methyl)pyridin-2-yl]methanesulfonamide